N1(C(C=CC=C1)=O)C=1C=NC=CC1 2H-[1,3-bipyridin]-2-one